C(C)C1=C(C=C(C(=C1)[N+](=O)[O-])OC)N1CCC(CC1)N1CC(C1)N(C)C 1-(1-(2-ethyl-5-methoxy-4-nitrophenyl)piperidin-4-yl)-N,N-dimethylazetidin-3-amine